N-(2-deoxy-2-L-leucinylamino-β-D-glucopyranosyl)-N-octadecyllauramide N[C@@H](CC(C)C)C(=O)N[C@H]1[C@@H](O[C@@H]([C@H]([C@@H]1O)O)CO)N(C(CCCCCCCCCCC)=O)CCCCCCCCCCCCCCCCCC